C1(CC1)CC(=O)C1=CC(=C(C=C1)COCOC)F 2-cyclopropyl-1-(3-fluoro-4-((methoxymethyloxy)methyl)phenyl)ethan-1-one